BrC=1C=CC2=C(N(C[C@H](N(C2)CC2=NC(=CC=C2)O)C)C)C1 (R)-8-bromo-4-((6-hydroxy-2-pyridinyl)methyl)-1,3-dimethyl-3,4-dihydro-1H-benzo[e][1,4]diazepine